N-n-pentadecanoyl-isoleucine C(CCCCCCCCCCCCCC)(=O)N[C@@H]([C@@H](C)CC)C(=O)O